C1(CCCC1)N1N=NC2=C1C=CC(=C2)C2=NC(=NO2)C2=CC=C(C=C2)C cyclopentyl-5-[3-(4-methylphenyl)-1,2,4-oxadiazol-5-yl]-1H-1,2,3-benzotriazole